(2-Fluoro-4-iodophenyl)(1-(pyrimidin-2-yl)-1,4,6,7-tetrahydro-5H-[1,2,3]triazolo[4,5-c]pyridin-5-yl)methanone FC1=C(C=CC(=C1)I)C(=O)N1CC2=C(CC1)N(N=N2)C2=NC=CC=N2